NC=1C=NN(C1)CCOCCOCCOCCNC1=C2C(N(C(C2=CC=C1)=O)C1C(NC(CC1)=O)=O)=O 4-[2-[2-[2-[2-(4-Aminopyrazol-1-yl)ethoxy]ethoxy]ethoxy]ethylamino]-2-(2,6-dioxo-3-piperidyl)isoindoline-1,3-dione